FC=1C=CC(=C(C1)C1CCN(CC1)[C@@H]1COC2(CN(C2)C=2OC=NN2)C1)OCC=1SC(=NN1)C (S)-7-(4-(5-fluoro-2-((5-methyl-1,3,4-thiadiazol-2-yl)methoxy)phenyl)piperidin-1-yl)-2-(1,3,4-oxadiazol-2-yl)-5-oxa-2-azaspiro[3.4]octane